C(#N)C=1C(=C(C(=O)NC2=CC=C3C=NN(C3=C2)C2=CC(=NC=C2)C2CN(CCO2)C)C=CC1)C(C)C 3-Cyano-2-isopropyl-N-(1-(2-(4-methylmorpholin-2-yl)pyridin-4-yl)-1H-indazol-6-yl)benzamide